ethyl N,N-diethylaminoacetate C(C)N(CC)CC(=O)OCC